1,1,1,3,3,3-hexafluoropropan-2-yl 4-(7-fluoro-4,5-dihydro-[1,2,4]triazolo[1,5-a]quinolin-2-yl)piperidine-1-carboxylate FC=1C=C2CCC=3N(C2=CC1)N=C(N3)C3CCN(CC3)C(=O)OC(C(F)(F)F)C(F)(F)F